7-fluoro-2-((4-methoxybenzyl)thio)-5-methyl-4-(4,4,5,5-tetramethyl-1,3,2-dioxaborolan-2-yl)-1H-indole FC=1C=C(C(=C2C=C(NC12)SCC1=CC=C(C=C1)OC)B1OC(C(O1)(C)C)(C)C)C